NC=1C=C(C=CC1N)C1=CC(=CC=C1F)CC1=NNC(C2=C(C=CC(=C12)F)F)=O 4-((3',4'-diamino-6-fluoro-[1,1'-biphenyl]-3-yl)methyl)-5,8-difluorophthalazin-1(2H)-one